C1(=CC=CC=C1)N\N=C(/C)\C=1C=C(C=C(C1)O)O (E)-5-(1-(2-phenylhydrazono)ethyl)benzene-1,3-diol